C12C(CC(C=C1)C2)[Si](OCC)(OCC)OCC bicyclo[2.2.1]Hept-5-en-2-yl-triethoxysilane